C(C)C(C(=O)[O-])(C(=O)[O-])CC.[Ba+2] barium 2,2-diethylmalonate